C(C)(C)(C)OC(CCCN1N=C(N=C1)C=1C(=C(C=CC1)NC1=C(N=NC(=C1)Cl)C(=O)O[Zn])OC)=O ((4-((3-(1-(4-(tert-butoxy)-4-oxobutyl)-1H-1,2,4-triazol-3-yl)-2-methoxyphenyl)amino)-6-chloropyridazine-3-carbonyl)oxy)zinc